C(C(C)(C)C)N1N=CC(=C1)NC1=NC(=NC=C1)C1=CC=C(C=C1)N1C(NCC1)=O 1-(4-(4-((1-neopentyl-1H-pyrazol-4-yl)amino)pyrimidin-2-yl)phenyl)imidazolidin-2-one